CSC1=NC=CC(=N1)C1(CCOCC1)CO (4-(2-(methylthio)pyrimidin-4-yl)tetrahydro-2H-pyran-4-yl)methanol